C1(=CC=CC=C1)C=1C=C(C=C(C1)C1=CC=CC=C1)C1=C(C(=CC=C1)C1=CC(=CC(=C1)C1=CC=CC=C1)C1=CC=CC=C1)NC=1C(=CC=CC1)N N1-(5',5'''-diphenyl-[1,1':3',1'':3'',1''':3''',1''''-quinquephenyl]-2''-yl)benzene-1,2-diamine